C(C1=CC=CC=C1)NC=1C=2N(N=C(C1)Cl)C=CN2 N-benzyl-6-chloroimidazo[1,2-b]-pyridazin-8-amine